COC1(COC1)C1=C(C=C(C=C1)C(=O)N1CCC(CC1)OC1=CC=C(C=C1)C(F)(F)F)C (4-(3-methoxyoxetan-3-yl)-3-methylphenyl)(4-(4-(trifluoromethyl)phenoxy)piperidin-1-yl)methanone